C(C)(C)(C)OCC1=C(C=NN1CCC1=NC=2NCCCC2C=C1)C(=O)O 5-(tert-butoxymethyl)-1-(2-(5,6,7,8-tetrahydro-1,8-naphthyridin-2-yl)ethyl)-1H-pyrazole-4-carboxylic acid